1-(4-fluorophenyl)-3,4-dihydroisoquinoline-2(1H)-carboxylic acid (S)-((1r,5S,9r)-7-methyl-3-oxa-7-azabicyclo[3.3.1]non-9-yl) ester CN1C[C@H]2COC[C@@H](C1)C2OC(=O)N2C(C1=CC=CC=C1CC2)C2=CC=C(C=C2)F